(methylthio) benzenesulfonate C1(=CC=CC=C1)S(=O)(=O)OSC